diphenylmethylene(cyclopentadienyl)(fluoren-9-yl)hafnium C1(=CC=CC=C1)C(C1=CC=CC=C1)=[Hf](C1C2=CC=CC=C2C=2C=CC=CC12)C1C=CC=C1